C1(CC1)S(=O)(=O)C=1C=C(OC[C@H](CN[C@H]2COC3(C2)CCN(CC3)S(=O)(=O)C=3C=NC2=CC=CC=C2C3)O)C=CC1 3-((R)-3-((S)-3-(3-(cyclopropylsulfonyl)phenoxy)-2-hydroxypropylamino)-1-oxa-8-azaspiro[4.5]decan-8-ylsulfonyl)quinolin